(+/-)-3-[(2-Methyl-3-Furyl)Thio]-2-Butanone CC1=C(C=CO1)SC(C)C(=O)C